C(C)(C)(C)OC(=O)N1CCC(CC1)C1CCN(CC1)C1=C(C=C(C=C1)N)Cl 4-[1-(4-amino-2-chloro-phenyl)-4-piperidinyl]piperidine-1-carboxylic acid tert-butyl ester